FC=1C=C(C=CC1)[C@@H]([C@H]1N(C2(CC1C2)C)C(=O)OC(C)(C)C)O tert-butyl (S)-3-((S)-(3-fluorophenyl)-(hydroxy)methyl)-1-methyl-2-azabicyclo[2.1.1]hexane-2-carboxylate